(R)-4-(2-(2-(6-(3-(1-(3-(1-(tert-butoxycarbonyl)-4-(5-(pyridin-4-yl)-4H-1,2,4-triazol-3-yl)piperidin-4-ylamino)benzamido)ethyl)phenoxy)hexyloxy)ethoxy)ethoxy)butanoic acid C(C)(C)(C)OC(=O)N1CCC(CC1)(C1=NN=C(N1)C1=CC=NC=C1)NC=1C=C(C(=O)N[C@H](C)C=2C=C(OCCCCCCOCCOCCOCCCC(=O)O)C=CC2)C=CC1